NCC1=CC(=C(C(=C1)C)NC(=O)C1=CC2=C(OCCC3=C2SC=C3)C=C1C=1C(=NC(=CC1)C(NC(C)(C)C)=O)C(=O)OC)C methyl 3-(9-((4-(aminomethyl)-2,6-dimethylphenyl)carbamoyl)-4,5-dihydrobenzo[b]thieno[2,3-d]oxepin-8-yl)-6-(tert-butylcarbamoyl)picolinate